methylene-bis-(2-hydroxy-3-naphthoic acid) C(C1=C(C(=CC2=CC=CC=C12)C(=O)O)O)C1=C(C(=CC2=CC=CC=C12)C(=O)O)O